CO[C@@H]1[C@@H](COC1)N1C(=CC2=C1N=C(N=C2)NC=2C(=NN(C2)C2COC2)O[C@H](C(F)(F)F)C)C#N 7-((3R,4R)-4-methoxytetrahydrofuran-3-yl)-2-((1-(oxetan-3-yl)-3-(((S)-1,1,1-trifluoropropan-2-yl)oxy)-1H-pyrazol-4-yl)amino)-7H-pyrrolo[2,3-d]pyrimidine-6-carbonitrile